(2S,3S,4S,5R)-4-(3-chloro-2-fluorophenyl)-2-neopentyl-6'-(trifluoromethyl)-1',2'-dihydrospiro[pyrrolidine-3,3'-pyrrolo[3,2-c]pyridine]-5-carboxylic acid ClC=1C(=C(C=CC1)[C@H]1[C@@H](N[C@H]([C@@]12CNC1=C2C=NC(=C1)C(F)(F)F)CC(C)(C)C)C(=O)O)F